4-((4-amino-1H-pyrazol-1-yl)methyl)benzonitrile NC=1C=NN(C1)CC1=CC=C(C#N)C=C1